3-(2-(3-(2-(8-(benzo[d]thiazol-2-ylcarbamoyl)-3,4-dihydroisoquinolin-2(1H)-yl)-4-(methoxycarbonyl)thiazol-5-yl)propoxy)-3-fluorophenyl)propanoic acid S1C(=NC2=C1C=CC=C2)NC(=O)C=2C=CC=C1CCN(CC21)C=2SC(=C(N2)C(=O)OC)CCCOC2=C(C=CC=C2F)CCC(=O)O